O[C@H](CC)CCC[C@H](CC[C@H](CC[C@@H](CCC)C)C)O (3R,5S,7R,8R,9S,10S,13R,14S,17R)-3,7-dihydroxy-10,13-dimethylhexadecane